CN(CCCNC(=O)C1=CC2=C(N=C(S2)SC)C=C1)C N-(3-(dimethylamino)propyl)-2-(methylthio)benzo[d]thiazole-6-carboxamide